ClC1=C2C=NN(C2=C(C=C1)C(=O)OC)CC1=CC=C(C=C1)I methyl 4-chloro-1-(4-iodobenzyl)-1H-indazole-7-carboxylate